1-Bromo-3,5-dimethyl-adamantane BrC12CC3(CC(CC(C1)C3)(C2)C)C